The molecule is an oligonucleotide comprised of eight thymidine residues connected via 3'->5' phosphodiester linkages. It has a role as an epitope. It contains a thymidine 5'-monophosphate residue. CC1=CN(C(=O)NC1=O)[C@H]2C[C@@H]([C@H](O2)COP(=O)(O)O[C@H]3C[C@@H](O[C@@H]3COP(=O)(O)O[C@H]4C[C@@H](O[C@@H]4COP(=O)(O)O[C@H]5C[C@@H](O[C@@H]5COP(=O)(O)O[C@H]6C[C@@H](O[C@@H]6COP(=O)(O)O[C@H]7C[C@@H](O[C@@H]7COP(=O)(O)O[C@H]8C[C@@H](O[C@@H]8COP(=O)(O)O[C@H]9C[C@@H](O[C@@H]9CO)N1C=C(C(=O)NC1=O)C)N1C=C(C(=O)NC1=O)C)N1C=C(C(=O)NC1=O)C)N1C=C(C(=O)NC1=O)C)N1C=C(C(=O)NC1=O)C)N1C=C(C(=O)NC1=O)C)N1C=C(C(=O)NC1=O)C)O